C(=O)(O)CCCC(=O)OCC#CCOC=1C(=[N+](ON1)[O-])S(=O)(=O)C1=CC=CC=C1 4-(4-((4-carboxybutanoyl)oxy)but-2-yn-1-yloxy)-3-(phenylsulfonyl)-1,2,5-oxadiazole 2-oxide